benzyl 2-(2-isopropylphenyl)-4-oxo-3,4-dihydropyridine-1(2H)-carboxylate C(C)(C)C1=C(C=CC=C1)C1N(C=CC(C1)=O)C(=O)OCC1=CC=CC=C1